(S)-N-((R)-1-(4-carbamimidoylthiophen-2-yl)ethyl)-7-((dibenzo[b,d]furan-3-carbonyl)glycyl)-1,4-dioxa-7-azaspiro[4.4]nonane-8-carboxamide C(N)(=N)C=1C=C(SC1)[C@@H](C)NC(=O)[C@H]1N(CC2(OCCO2)C1)C(CNC(=O)C=1C=CC2=C(OC3=C2C=CC=C3)C1)=O